CC1=NN(CN1C(F)F)C1=C(C=C(C(=C1)N)Cl)Cl 4,5-dihydro-3-methyl-1-(2,4-dichloro-5-aminophenyl)-4-difluoromethyl-1,2,4-triazole